OC(CCSCCNC(CCNC([C@@H](C(COP(OP(OC[C@@H]1[C@H]([C@H]([C@@H](O1)N1C=NC=2C(N)=NC=NC12)O)OP(=O)(O)O)(=O)O)(=O)O)(C)C)O)=O)=O)C 3-hydroxybutyl-CoA